[2-chloro-6-(trifluoromethyl)phenyl]-1-cyclopentyl-1H-pyrazol ClC1=C(C(=CC=C1)C(F)(F)F)C1=NN(C=C1)C1CCCC1